2'-Bromo-N-(5-chloro-6-(2H-1,2,3-triazol-2-yl)pyridin-3-yl)-2-ethynyl-4',5-difluoro-[1,1'-biphenyl]-4-carboxamide BrC1=C(C=CC(=C1)F)C1=C(C=C(C(=C1)F)C(=O)NC=1C=NC(=C(C1)Cl)N1N=CC=N1)C#C